ClC1=CC=C(C=C1)C=1N=CN(C1C1=CC(=NC=C1)C(F)(F)F)CC(=O)N1CCC2(CN(C2)C)CC1 2-[4-(4-chlorophenyl)-5-[2-(trifluoromethyl)pyridin-4-yl]-1H-imidazol-1-yl]-1-{2-methyl-2,7-diazaspiro[3.5]non-7-yl}ethan-1-one